N-(2-(piperidin-1-yl)ethyl)pyrazine-2-carboxamide N1(CCCCC1)CCNC(=O)C1=NC=CN=C1